10-((6-oxo-4-phenyl-3,6-dihydropyridin-1(2H)-yl)methyl)-7-azaspiro[4.5]Decane-7-carboxylic acid tert-butyl ester C(C)(C)(C)OC(=O)N1CC2(CCCC2)C(CC1)CN1CCC(=CC1=O)C1=CC=CC=C1